methyl 2-(4-(2-bromo-5-chlorophenyl)-2-oxopiperazin-1-yl)-3-phenylpropanoate BrC1=C(C=C(C=C1)Cl)N1CC(N(CC1)C(C(=O)OC)CC1=CC=CC=C1)=O